C(C)(C)N1C=NC(=C(C1=O)OC)C(=O)[O-] 1-isopropyl-5-methoxy-6-oxo-1,6-dihydropyrimidine-4-carboxylate